5'-O-methyl-uridine COC[C@@H]1[C@H]([C@H]([C@@H](O1)N1C(=O)NC(=O)C=C1)O)O